C(C=C)(=O)O.C(C=C)(=O)O.C(C=C)(=O)O.CC(COC(C)CO)O dipropylene glycol diacrylate Acrylate